COC1=C(CC=2C(=C(C=C(C2)CC)S(=O)(=O)N)OC)C=CC(=C1)OC (2,4-dimethoxybenzyl)-5-ethyl-2-methoxybenzenesulfonamide